tert-butyl 4-((1-(4-(butoxycarbonyl) phenyl)-2-azaspiro[3.5]non-2-yl) methyl)-5,7-dimethyl-1H-indole-1-carboxylate C(CCC)OC(=O)C1=CC=C(C=C1)C1N(CC12CCCCC2)CC2=C1C=CN(C1=C(C=C2C)C)C(=O)OC(C)(C)C